tert-Butyl (3S)-3-((1-(6,7-difluoro-1-oxo-1,2-dihydroisoquinolin-4-yl)ethyl)(methyl) carbamoyl)-3,4-dihydroisoquinoline-2(1H)-carboxylate FC=1C=C2C(=CNC(C2=CC1F)=O)C(C)N(C(=O)[C@H]1N(CC2=CC=CC=C2C1)C(=O)OC(C)(C)C)C